BrC(C(=O)N=C1N(C=CC=C1)CC=1C=NC(=CC1)Cl)Br 2,2-dibromo-N-[1-((6-chloropyridin-3-yl)methyl)pyridin-2(1H)-ylidene]-acetamide